sorbylfurfural C(\C=C\C=C\C)C1=C(C=O)OC=C1